C(C)OC(CCC(=O)C1=NC(=CC(=C1O)C#N)C=1C=NN(C1)C)=O 4-[4-Cyano-3-hydroxy-6-(1-methyl-1H-pyrazol-4-yl)-pyridin-2-yl]-4-oxo-butyric acid ethyl ester